[N+](=O)([O-])C=1C=C(C=CC1)CCCN M-nitrophenylpropylamine